COC(=O)C=1C=NN(C1COC)CC1=CC=C(C=C1)CC#N 1-(4-(cyanomethyl)benzyl)-5-(methoxymethyl)-1H-pyrazole-4-carboxylic acid methyl ester